S(N)(OCCCC1=C(C=C2C([C@](C3(C(=C12)C)CC3)(C)O)=O)C)(=O)=O (R)-3-(6'-hydroxy-2',4',6'-trimethyl-7'-oxo-6',7'-dihydrospiro[cyclopropane-1,5'-inden]-3'-yl)propyl sulfamate